4-(benzyloxy)-5-(benzyloxymethyl)-3-fluorotetrahydrofuran-2-ol C(C1=CC=CC=C1)OC1C(C(OC1COCC1=CC=CC=C1)O)F